C(C)(C)(C)C=1C=C(C=C(C1O)C(C)(C)C)OC(CCCCC(=O)OC1=CC(=C(C(=C1)C(C)(C)C)O)C(C)(C)C)=O bis(3,5-di-tert-butyl-4-hydroxyphenyl)adipate